C1(CCCCC1)[Zn]C1CCCCC1 dicyclohexyl-zinc